O=C1N(C(C2=CC=CC=C12)=O)CCS(=O)(=O)NC1=C(C(=O)OC(C)(C)C)C=CC=C1 Tert-butyl 2-((2-(1,3-dioxoisoindolin-2-yl)ethyl)sulfonamido)benzoate